2,8-dimethyl-6-{2H-pyrazolo[4,3-d][1,3]thiazol-5-yl}imidazo[1,2-a]pyrazine CC=1N=C2N(C=C(N=C2C)C=2SC=3C(N2)=CNN3)C1